ClC=1C=C2C=NC(=NC2=CC1C1CCN(CC1)[C@H]1COC[C@H]1O)NC=1C=NN(C1C)C(C#N)(C)C |o1:17,21| (3S,4S) or (3R,4R)-2-[4-({6-chloro-7-[1-(4-hydroxyoxolan-3-yl)piperidin-4-yl]quinazolin-2-yl}amino)-5-methyl-1H-pyrazol-1-yl]-2-methylpropanenitrile